2-hydroxy-4,6-dimethoxyacetophenone CC(=O)C1=C(C=C(C=C1OC)OC)O